C1(=CC=CC=C1)[Te]C=CC(C(C(C(F)(F)F)(F)F)(F)F)(F)F (2-nonafluorobutylvinyl) phenyl telluride